FC=1C=C2C(=CNC2=CC1)C1N(CCN(C1)C1=CC=CC=C1)C(=O)N (5-fluoro-1H-indol-3-yl)-4-phenylpiperazine-1-carboxamide